Cl[C@H](C(=O)OC)C (S)-methyl chloropropionate